[Cl-].C[N+](CCC)(C)C N,N,N-trimethyl-propaneaminium chloride